4-benzyloxy-pyridine-3-carboxylic acid C(C1=CC=CC=C1)OC1=C(C=NC=C1)C(=O)O